n-octadecanedioic acid C(CCCCCCCCCCCCCCCCC(=O)O)(=O)O